8-fluoro-2-methoxypyrido[3,4-b]pyrazine-5,7(6H,8H)-dione FC1C(NC(C2=NC=C(N=C21)OC)=O)=O